(7R,14R)-11-(difluoromethoxy)-6-(methyl-d3)-1-((triisopropylsilyl)ethynyl)-6,7-dihydro-7,14-methanobenzo[f]benzo[4,5]imidazo[1,2-a][1,4]diazocin-5(14H)-one FC(OC1=CC2=C(N=C3N2[C@H]2C4=C(C(N([C@@H]3C2)C([2H])([2H])[2H])=O)C=CC=C4C#C[Si](C(C)C)(C(C)C)C(C)C)C=C1)F